FC(S(=O)(=O)N1CCC2=C(C=C(C=C12)C(=O)NCC1=NC=C2C=CC(=NC2=C1)C1=NC(=CC=C1)N1C[C@@H](O[C@@H](C1)C)C)C)F 1-((difluoromethyl)sulfonyl)-N-((2-(6-((cis)-2,6-dimethylmorpholino)pyridin-2-yl)-1,6-naphthyridin-7-yl)methyl)-4-methylindoline-6-carboxamide